[I+].C(CCC)[NH3+] n-butylammonium iodine